COC1=C(C=CC=C1C=1N=NN(N1)C)NC1=C2C(=NC(=C1)NC1=NC=CC(=C1)COC)NN(C2=O)C 4-((2-methoxy-3-(2-methyl-2H-tetrazol-5-yl)phenyl)amino)-6-((4-(methoxymethyl)pyridin-2-yl)amino)-2-methyl-1,2-dihydro-3H-pyrazolo[3,4-b]pyridin-3-one